cis-3-((ethylsulfonyl)amino)-2-(((cis-4-methylcyclohexyl)oxy)methyl)-N-phenylpiperidine-1-carboxamide C(C)S(=O)(=O)N[C@@H]1[C@@H](N(CCC1)C(=O)NC1=CC=CC=C1)CO[C@@H]1CC[C@@H](CC1)C